1-(phenylsulfonyl)-5-(3-(4-(prop-2-yn-1-yl)piperazin-1-yl)propoxy)-1H-indole-2-carboxylic acid C1(=CC=CC=C1)S(=O)(=O)N1C(=CC2=CC(=CC=C12)OCCCN1CCN(CC1)CC#C)C(=O)O